2-(4-cyclopropanesulfonylpyridin-2-yl)-N-[4-(6-ethoxypyrazin-2-yl)-2-fluorophenyl]acetamide C1(CC1)S(=O)(=O)C1=CC(=NC=C1)CC(=O)NC1=C(C=C(C=C1)C1=NC(=CN=C1)OCC)F